CC(CC)NC(CN1C(CCCC1)C=O)=O N-(BUTAN-2-YL)-2-(2-FORMYLPIPERIDIN-1-YL)ACETAMIDE